(4-amino-7-fluoro-1,3-dihydrofuro[3,4-c]quinolin-8-yl)((3S,5R)-3-methyl-5-(5-(trifluoromethyl)-2-pyridinyl)-4-morpholinyl)methanone NC1=NC=2C=C(C(=CC2C2=C1COC2)C(=O)N2[C@H](COC[C@H]2C2=NC=C(C=C2)C(F)(F)F)C)F